CCCN(CCC1=CC=CS1)[C@H]2CCC3=C(C2)C=CC=C3OC (S)-5-methoxy-N-propyl-N-(2-(thiophen-2-yl)ethyl)-1,2,3,4-tetrahydronaphthalen-2-amine